C1(CC1)C1=C(C(=NO1)C1=C(C=NC=C1Cl)Cl)COC12COC(CC1)(CC2)C2=NC(=NO2)C=2C=C(C(=O)O)C=CC2 3-(5-(4-((5-cyclopropyl-3-(3,5-dichloropyridin-4-yl)isoxazol-4-yl)methoxy)-2-oxabicyclo[2.2.2]oct-1-yl)-1,2,4-oxadiazol-3-yl)benzoic acid